C(C)(C1=CC=CC=C1)=NO acetphenone oxime